(S)-tert-butyl 6-(2-(1-(2,2-difluoroethyl)piperidin-4-yl)benzo[d]thiazol-5-yl)-3-methyl-3,4-dihydropyridine-1(2H)-carboxylate FC(CN1CCC(CC1)C=1SC2=C(N1)C=C(C=C2)C2=CC[C@@H](CN2C(=O)OC(C)(C)C)C)F